C1(=CC=CC=C1)[C@H]1N=C(O[C@H]1C1=CC=CC=C1)C1=NC(=CC=C1)C=1O[C@H]([C@H](N1)C1=CC=CC=C1)C1=CC=CC=C1 2,6-bis((4R,5S)-4,5-diphenyl-4,5-dihydrooxazol-2-yl)pyridine